tert-Butyl 4-[3-[3-[[2-chloro-6-[3-[2-[1-(trifluoromethyl) cyclopropyl]ethoxy]pyrazol-1-yl]pyridine-3-carbonyl]sulfamoyl]pyrazol-1-yl]propyl]-2,2-dimethyl-pyrrolidine-1-carboxylate ClC1=NC(=CC=C1C(=O)NS(=O)(=O)C1=NN(C=C1)CCCC1CC(N(C1)C(=O)OC(C)(C)C)(C)C)N1N=C(C=C1)OCCC1(CC1)C(F)(F)F